CC(CCN(C)C)N(C)C N,N',N'-tetramethyl-1,3-butanediamine